FC1=CC=C(C=C1)N1N=CC2=CC(=C(C=C12)C)[C@]12CNC[C@@H]2[C@H]1C1=CC=CC=C1 1-(4-fluorophenyl)-6-methyl-5-((1S,5R,6S)-6-phenyl-3-azabicyclo[3.1.0]hexan-1-yl)-1H-indazole